4-(4-dimethylaminostyryl)picoline 2,4-dimethylbenzenesulfonate CC1=C(C=CC(=C1)C)S(=O)(=O)O.CN(C1=CC=C(C=CC2=CC(=NC=C2)C)C=C1)C